[Na+].CN1N(C(C(C1C)NS([O-])(=O)=O)=O)C1=CC=CC=C1 1,5-dimethyl-2-phenyl-3-oxo-4-pyrazolidinyl-sulfamic acid sodium salt